(R)-4-(3-(Dimethylamino)-3-(4-methyl-3-(trifluoromethyl)-phenethyl)-piperidin-1-yl)-2,6-difluoro-N-(pyrimidin-4-yl)benzenesulfonamide CN([C@]1(CN(CCC1)C1=CC(=C(C(=C1)F)S(=O)(=O)NC1=NC=NC=C1)F)CCC1=CC(=C(C=C1)C)C(F)(F)F)C